N-(3-(3,3-difluoro-2-methylallyl)-1,2,4-thiadiazol-5-yl)-5-(3-(trifluoromethyl)phenyl)furan-3-carboxamide FC(=C(CC1=NSC(=N1)NC(=O)C1=COC(=C1)C1=CC(=CC=C1)C(F)(F)F)C)F